C(C)(C)(C)OC(=O)N(C1CCC2=CC(=CC=C12)C=1N(N=C2C1N=CN(C2=O)CC2(CCN(CC2)C(=O)OCC2=CC=CC=C2)O)C)C benzyl 4-((3-(1-((tert-butoxycarbonyl) (methyl) amino)-2,3-dihydro-1H-inden-5-yl)-2-methyl-7-oxo-2H-pyrazolo[4,3-d]pyrimidin-6(7H)-yl) methyl)-4-hydroxypiperidine-1-carboxylate